5-[(Tert-butyldimethylsilyl)oxyl-3-methyl-1-(oxan-2-yl)pyrazolo[3,4-b]pyridin-4-yl]-1-methyl-3,6-dihydro-2H-pyridine [Si](C)(C)(C(C)(C)C)OC=1C(=C2C(=NC1)N(N=C2C)C2OCCCC2)C2=CCCN(C2)C